5-ethoxy-7-(hydroxymethyl)-3-methylquinoxalin-2(1H)-one C(C)OC1=C2N=C(C(NC2=CC(=C1)CO)=O)C